N=1C=NN2C1C=CC(=C2)C=2C=C(CNC(C(O)([2H])C1=CC(=C(C=C1)Cl)Cl)([2H])[2H])C=CC2 2-((3-([1,2,4]triazolo[1,5-a]pyridin-6-yl)benzyl)amino)-1-(3,4-dichlorophenyl)ethan-1,2,2-d3-1-ol